C(CCCCCCC)C(C([O-])(OC([O-])(CCC)CCCCCCCC)CCCCCCCC)(CC)CCCCCCCC.[Ti+4].C(CCCCCCC)C(C([O-])(OC([O-])(CCC)CCCCCCCC)CCCCCCCC)(CC)CCCCCCCC titanium dioctyloxybis(octylbutoxide)